racemic-(perfluorophenyl)(pyridin-2-yl)methanol FC1=C(C(=C(C(=C1F)F)F)F)[C@@H](O)C1=NC=CC=C1 |r|